FC1=CC=CC=2[C@@H](CC3=NC=CC=C3OC21)CNC |o1:6| (R*)-1-(6-fluoro-10,11-dihydrobenzo[6,7]oxepino[3,2-b]pyridin-10-yl)-N-methylmethanamine